N-((1r,4r)-4-(3-Chloro-4-cyanophenoxy)cyclohexyl)-6-(4-(((R)-3-(4-(2,4-dioxotetrahydropyrimidin-1(2H)-yl)-1H-indol-1-yl)piperidin-1-yl)methyl)piperidin-1-yl)pyridazine-3-carboxamide ClC=1C=C(OC2CCC(CC2)NC(=O)C=2N=NC(=CC2)N2CCC(CC2)CN2C[C@@H](CCC2)N2C=CC3=C(C=CC=C23)N2C(NC(CC2)=O)=O)C=CC1C#N